5-(hydroxymethyl)oxolane-3,4-diol OCC1C(C(CO1)O)O